N-(azetidin-3-ylmethyl)-4-[[4-[[2-(6-methyl-2-pyridyl)pyrimidin-4-yl]amino]pyrimidin-2-yl]amino]thiophene-2-carboxamide N1CC(C1)CNC(=O)C=1SC=C(C1)NC1=NC=CC(=N1)NC1=NC(=NC=C1)C1=NC(=CC=C1)C